N1(C(=O)C(=O)C2=CC=CC=C12)O isatinol